[Si](C)(C)(C(C)(C)C)OC(CC#C)C1=CC(=NC(=C1)N1N=C(C=C1C)C)NC1CCC(CC1)(F)F 4-(1-((tert-butyldimethylsilyl)oxy)but-3-yn-1-yl)-N-(4,4-difluorocyclohexyl)-6-(3,5-dimethyl-1H-pyrazol-1-yl)pyridin-2-amine